9-bromo-7,7-dimethyl-6a,7,12,12a-tetrahydro-6H,13H-chromeno[3',4':5,6]thiopyrano[4,3-b]quinolone BrC=1C=C2C(C3C(NC2=CC1)C1=C(S(C3)=O)C=3C=CC=CC3OC1)(C)C